FC(SC1=CC(=C(C(=C1)F)N1N=C(C=C1)C=1C=CC(=C(C1)CNC(OC)=O)C)F)F methyl N-[[5-[1-[4-[(difluoromethyl)thio]-2,6-difluorophenyl]-1H-pyrazol-3-yl]-2-methylphenyl]methyl]carbamate